C(#N)C1=CC=C(COC2=CC=CC(=N2)C2=CC(=C(CC3=NC4=C(N3CCOC)C=C(C=C4F)C(=O)O)C=C2F)F)C=C1 2-(4-(6-((4-cyanobenzyl)oxy)pyridin-2-yl)-2,5-difluorobenzyl)-4-fluoro-1-(2-methoxyethyl)-1H-benzo[d]imidazole-6-carboxylic acid